N-(2-((S)-3-fluoropyrrolidin-1-yl)-2-(1-methyl-1H-indol-3-yl)ethyl)-1H-indole-6-sulfonamide F[C@@H]1CN(CC1)C(CNS(=O)(=O)C1=CC=C2C=CNC2=C1)C1=CN(C2=CC=CC=C12)C